butyl methylacrylate CC(C(=O)OCCCC)=C